Cl.C[N+]1(CCNCC1)[O-] 1-Methylpiperazine 1-oxide, hydrochloride